ClC=1C=C2C3=C(NC2=C(C1)C1=CC=C(C=C1)CN1CCOCC1)C(=NC=C3)C 6-Chloro-1-methyl-8-(4-morpholin-4-ylmethyl-phenyl)-9H-pyrido[3,4-b]indole